(S)-4-(5-methoxy-6-(3-((6-methoxy-2-((S)-3-methyl-4-(methylsulfonamido)-4-oxobutanoyl)isoindolin-5-yl)oxy)propoxy)isoindolin-2-yl)-2-methyl-4-oxobutanoic acid COC=1C=C2CN(CC2=CC1OCCCOC=1C=C2CN(CC2=CC1OC)C(C[C@@H](C(=O)NS(=O)(=O)C)C)=O)C(C[C@@H](C(=O)O)C)=O